1,1-dimethylsilacyclohexane-4-amine C[Si]1(CCC(CC1)N)C